4-[2-(1-phenylethyl)-1H-imidazol-5-yl]-1H-pyrrolo[2,3-b]pyridine trifluoroacetate salt FC(C(=O)O)(F)F.C1(=CC=CC=C1)C(C)C=1NC(=CN1)C1=C2C(=NC=C1)NC=C2